(1S,2R)-2-((tert-butyldiphenylsilyl)oxy)cyclopentan-1-ylamine [Si](C1=CC=CC=C1)(C1=CC=CC=C1)(C(C)(C)C)O[C@H]1[C@H](CCC1)N